NC1=C2C(=NC=N1)N(N=C2C2=CC=C(C=C2)OC2=CC=CC=C2)C2CCC(CC2)N2CCN(CC2)C2CN(C2)C=2C=C1C(N(C(C1=CC2F)=O)[C@@H]2C(NC(CC2)=O)=O)=O 5-(3-(4-((1R,4R)-4-(4-amino-3-(4-phenoxyphenyl)-1H-pyrazolo[3,4-d]pyrimidin-1-yl)cyclohexyl)piperazin-1-yl)azetidin-1-yl)-6-Fluoro-2-((S)-2,6-dioxopiperidin-3-yl)isoindoline-1,3-dione